6,7-difluoro-4-(3-(2,2,2-trifluoroethyl)-7,8-dihydro-1,6-naphthyridin-6(5H)-yl)quinazoline FC=1C=C2C(=NC=NC2=CC1F)N1CC=2C=C(C=NC2CC1)CC(F)(F)F